ClC1=NC=2C[C@@H](CCC2C(=N1)N1C[C@@H](N(CC1)C(=O)OCC1=CC=CC=C1)CC#N)N1CCCC2=CC=C(C=C12)F Benzyl (S)-4-((R)-2-chloro-7-(7-fluoro-3,4-dihydroquinolin-1(2H)-yl)-5,6,7,8-tetrahydroquinazolin-4-yl)-2-(cyanomethyl)piperazine-1-carboxylate